potassium bismuth iodide lithium [Li].[Bi](I)(I)I.[K]